FC=1C=C(COC2=NC=C(C=N2)N2C[C@@H](CC2)O)C=CC1F (R)-1-(2-((3,4-difluorobenzyl)oxy)pyrimidin-5-yl)pyrrolidin-3-ol